C(C1=CC=CC=C1)N1CC(C(CC1)C)OC racemic-N-benzyl-3-methoxy-4-methylpiperidine